4-(2-chloro-4-fluorophenyl)-N-(2,6-difluorophenyl)-1,3-dimethyl-1H-pyrazol-5-amine ClC1=C(C=CC(=C1)F)C=1C(=NN(C1NC1=C(C=CC=C1F)F)C)C